C(C1=CC=CC=C1)N1C=NC2=CC=C(C=C2C1=O)C=1C=CC2=C(NC(=N2)NC(CC)=O)C1 N-(6-(3-benzyl-4-oxo-3,4-dihydroquinazolin-6-yl)-1H-benzo[d]imidazol-2-yl)propionamide